OCCN(CC(=O)[O-])CCO N,N-bis(2-hydroxyethyl)glycinat